(2S,4R)-1-(2-methylbenzofuro[3,2-d]pyrimidin-4-yl)-4-(2-oxo-2-((3'-(trifluoromethoxy)-[1,1'-biphenyl]-4-yl)amino)ethyl)pyrrolidine-2-carboxylic acid CC=1N=C(C2=C(N1)C1=C(O2)C=CC=C1)N1[C@@H](C[C@@H](C1)CC(NC1=CC=C(C=C1)C1=CC(=CC=C1)OC(F)(F)F)=O)C(=O)O